4-{2-[3-(4-chloro-1-methyl-1H-indazol-6-yl)azetidin-1-yl]-3-methylbutyl}piperazine-1-carboxylic acid tert-butyl ester C(C)(C)(C)OC(=O)N1CCN(CC1)CC(C(C)C)N1CC(C1)C1=CC(=C2C=NN(C2=C1)C)Cl